7-[[5-(4-methylpiperazin-1-yl)-2-pyridyl]amino]-4-(6-methyl-1H-pyrrolo[2,3-b]pyridin-4-yl)isoindolin-1-one CN1CCN(CC1)C=1C=CC(=NC1)NC=1C=CC(=C2CNC(C12)=O)C1=C2C(=NC(=C1)C)NC=C2